C(#N)C1=CN=C2N1C(=CC(=C2)C=2N=NN(C2C)C2CC1(C2)CCN(CC1)C(=O)OC(C)(C)C)O[C@H](C)C1=NC=C(C=C1)F tert-butyl 2-[4-[3-cyano-5-[(1R)-1-(5-fluoro-2-pyridyl)ethoxy] imidazo[1,2-a]pyridin-7-yl]-5-methyl-triazol-1-yl]-7-azaspiro[3.5]nonane-7-carboxylate